3-(3-azabicyclo[3.1.0]hexan-3-yl)-2-fluoro-4-((pyrrolidin-1-ylsulfonyl)carbamoyl)benzoic acid C12CN(CC2C1)C=1C(=C(C(=O)O)C=CC1C(NS(=O)(=O)N1CCCC1)=O)F